4-((3',4'-diamino-2-fluoro-[1,1'-biphenyl]-4-yl)methyl)phthalazin-1(2H)-one NC=1C=C(C=CC1N)C1=C(C=C(C=C1)CC1=NNC(C2=CC=CC=C12)=O)F